((1-(3-cyclopropyl-2-(4,4-dimethylpiperidin-1-yl)-6-methyl-4-oxo-3,4-dihydroquinazolin-8-yl)ethyl)amino)benzoic acid C1(CC1)N1C(=NC2=C(C=C(C=C2C1=O)C)C(C)NC1=C(C(=O)O)C=CC=C1)N1CCC(CC1)(C)C